N-(benzyloxycarbonyl)histidine C(C1=CC=CC=C1)OC(=O)N[C@@H](CC1=CNC=N1)C(=O)O